COC(=O)C=1C=C2C(=CC1)NC(C21CCN(CC1)S(=O)(=O)C1=CC=C(C=C1)Cl)=O.ClC1=CC=C(C=C1)S(=O)(=O)N1CCC2(CC1)C(NC1=CC=C(C=C12)C(=O)O)=O 1'-((4-chlorophenyl)sulfonyl)-2-oxospiro[indoline-3,4'-piperidine]-5-carboxylic acid Methyl-1'-(4-chlorophenyl)sulfonyl-2-oxospiro[indoline-3,4'-piperidine]-5-carboxylate